methyl 3-(4-(3,5-dimethyl-1H-pyrazol-4-yl)piperazin-1-yl)-4-fluorobenzoate CC1=NNC(=C1N1CCN(CC1)C=1C=C(C(=O)OC)C=CC1F)C